NC1=NN(C=C1)C1CN(C1)C1=CC=C(C=N1)C=1C=2N(C=C(C1)OCC(C)(C)O)N=CC2C#N 4-(6-(3-(3-amino-1H-pyrazol-1-yl)azetidin-1-yl)pyridin-3-yl)-6-(2-hydroxy-2-methylpropoxy)pyrazolo[1,5-a]pyridine-3-carbonitrile